4-ethyl-1,2-dimethylpyrrolidine C(C)C1CC(N(C1)C)C